ClC1=C(C=CC=C1)CN1N=C(C=C1C1=CC(=CC=C1)OCC1CCC1)COC(C(=O)O)(C)C 2-([1-[(2-Chlorophenyl)methyl]-5-[3-(cyclobutylmethoxy)phenyl]1H-pyrazol-3-yl]methoxy)-2-methylpropanoic acid